tert-butyl 4,4-difluoro-3-(2-oxo-1,2-dihydropyrimidin-5-yl)piperidine-1-carboxylate FC1(C(CN(CC1)C(=O)OC(C)(C)C)C=1C=NC(NC1)=O)F